Rac-(5s,7s)-2-((difluoromethyl)thio)-7-fluoro-5-phenyl-6,7-dihydro-5H-pyrrolo[1,2-b][1,2,4]triazole FC(SC=1N=C2N(N1)[C@@H](C[C@@H]2F)C2=CC=CC=C2)F |r|